1-(1-(5-methyl-1,3,4-oxadiazol-2-yl)cyclopropyl)-5-(tetrahydro-2H-pyran-4-yl)-1H-indole-2-carboxylic acid CC1=NN=C(O1)C1(CC1)N1C(=CC2=CC(=CC=C12)C1CCOCC1)C(=O)O